tert-butyl (R)-(1-(8-(((3-(benzyl(methyl)amino)oxetan-3-yl)methyl)amino)-6-cyclopropylimidazo[1,2-a]pyridin-2-yl) ethyl)carbamate C(C1=CC=CC=C1)N(C1(COC1)CNC=1C=2N(C=C(C1)C1CC1)C=C(N2)[C@@H](C)NC(OC(C)(C)C)=O)C